6-fluoro-5-(2-fluoro-4-iodoanilino)-8-methylpyrido[2,3-d]pyrimidine-4,7-dione FC1=C(C2=C(N=CNC2=O)N(C1=O)C)NC1=C(C=C(C=C1)I)F